7-(4-(1-(2,6-Dioxopiperidin-3-yl)-3-methyl-2-oxo-2,3-dihydro-1H-benzo[d]imidazol-5-yl)piperidin-1-yl)-2-azaspiro[3.5]nonane-2-carboxylic acid tert-butyl ester C(C)(C)(C)OC(=O)N1CC2(C1)CCC(CC2)N2CCC(CC2)C2=CC1=C(N(C(N1C)=O)C1C(NC(CC1)=O)=O)C=C2